BrC=1C=C2C(=NC1O[C@H]1[C@H](COC1)NC(CC1=CC=CC=C1)=O)N(C=C2)COCC[Si](C)(C)C N-[(3S,4S)-4-[(5-bromo-1-{[2-(trimethylsilyl)ethoxy]methyl}pyrrolo[2,3-b]pyridin-6-yl)oxy]oxolan-3-yl]-2-phenylacetamide